di-t-butyltin dilaurate C(CCCCCCCCCCC)(=O)[O-].C(CCCCCCCCCCC)(=O)[O-].C(C)(C)(C)[Sn+2]C(C)(C)C